2-(4-[[3-isopropyl-1-(4-methylbenzenesulfonyl)indol-5-yl]oxy]-3,5-dimethyl-phenyl)hydrazin C(C)(C)C1=CN(C2=CC=C(C=C12)OC1=C(C=C(C=C1C)NN)C)S(=O)(=O)C1=CC=C(C=C1)C